ClC1=NC=CC(=N1)C=1C=CC2=C(N(C(=N2)OC)C(C)C)C1 6-(2-chloropyrimidin-4-yl)-1-isopropyl-2-methoxy-1H-benzo[d]imidazole